potassium 2-(2,6-dioxopiperidin-3-yl)-1,3-dioxoisoindolin-4-oleate O=C1NC(CCC1N1C(C=2C=CC=C(C2C1=O)CCCCCCCC\C=C/CCCCCCCC(=O)[O-])=O)=O.[K+]